ClC=1C(=NC=CC1C1=NC(=C(C=C1)CNCC1CCC(N1)=O)OC)C1=C(C(=CC=C1)NC1=NC=CC(=C1F)CNCCO)OC 5-((((3'-chloro-2'-(3-((3-fluoro-4-(((2-hydroxyethyl)amino)methyl)pyridin-2-yl)amino)-2-methoxyphenyl)-6-methoxy-[2,4'-bipyridin]-5-yl)methyl)amino)methyl)pyrrolidin-2-one